ClC1=NC2=C(C(=C(C=C2C(=N1)N1C[C@H]2CC[C@@H](C1)N2C(=O)OC(C)(C)C)Cl)C2=CC(=CC1=CC=CC=C21)OCOC)F tert-butyl (1R,5S)-3-(2,6-dichloro-8-fluoro-7-((S or R)-3-(methoxymethoxy)naphthalene-1-yl)quinazolin-4-yl)-3,8-diazabicyclo[3.2.1]octane-8-carboxylate